ClC=1C(=C2C=NNC2=CC1F)OC1=NC=CC2=C1N=C(N=C2N2CCN(CC2)C(C=C)=O)OCC2=NC=CC=C2 1-(4-{8-[(5-chloro-6-fluoro-1H-indazol-4-yl)oxy]-2-(pyridin-2-ylmethoxy)pyrido[3,4-d]pyrimidin-4-yl}piperazin-1-yl)prop-2-en-1-one